CNC(C)C1=CN(C(C2=CC=CC=C12)=O)CCC 4-(1-(methylamino)ethyl)-2-propylisoquinolin-1(2H)-one